ClC1=NC=C(C(=N1)NC1=C(C=C(C=C1)CCC)OC(C)C)C#N 2-chloro-4-((2-isopropoxy-4-propylphenyl)amino)pyrimidine-5-carbonitrile